C1(CCCCC1)[C@H](C)OC1=C(C(=O)NC2=C(C=CC=C2)C(F)(F)F)C=C(C(=C1)N1N=C2N(CCCC2)C1=O)F 2-[(1S)-1-cyclohexylethoxy]-5-fluoro-4-(3-oxo-5,6,7,8-tetrahydro[1,2,4]triazolo[4,3-a]pyridin-2(3H)-yl)-N-[2-(trifluoromethyl)phenyl]benzamide